O.Cl.C(C)C=1C(NC(=NC1CC)C1=C(C=CC(=C1)NC(CN1CCN(CC1)C)=O)OCCC)=O 5,6-diethyl-2-[2-n-propoxy-5-(2-(4-methylpiperazin-1-yl)acetamido)phenyl]pyrimidin-4(3H)-one hydrochloride monohydrate